FC(F)(F)C=1N=C2N(CCNC2)C1 (trifluoromethyl)-5,6,7,8-tetrahydroimidazo[1,2-a]pyrazine